ClC=1C=C2C=NN(C2=CC1N1C[C@@H](CCC1)O)C=1C=NN(C1)C1CC1 (R)-1-(5-chloro-1-(1-cyclopropyl-1H-pyrazol-4-yl)-1H-indazol-6-yl)piperidin-3-ol